[Si](C1=CC=CC=C1)(C1=CC=CC=C1)(C(C)(C)C)OCCCCCCC(C#N)[Sn](CCCC)(CCCC)CCCC 8-((tert-butyldiphenylsilyl)oxy)-2-(tributylstannyl)octanenitrile